2-(4-(4-(aminomethyl)-1-oxo-1,2-dihydro-phthalazin-6-yl)-1-methyl-1H-pyrazol-5-yl)-2,3-dihydro-1H-benzo[f]isoindol-1-one NCC1=NNC(C2=CC=C(C=C12)C=1C=NN(C1N1CC=2C=C3C(=CC2C1=O)C=CC=C3)C)=O